(S)-quinuclidin-3-yl (7-(3-(2-methoxyethoxy)phenyl)chroman-4-yl)carbamate COCCOC=1C=C(C=CC1)C1=CC=C2C(CCOC2=C1)NC(O[C@@H]1CN2CCC1CC2)=O